5-((2-cyclopropyl-6-ethyl-3,4-dihydroquinolin-1(2H)-yl)sulfonyl)-2-((4-methyl-1-((trimethylsilyl)methyl)-1H-1,2,3-triazol-5-yl)methoxy)benzoic acid methyl ester COC(C1=C(C=CC(=C1)S(=O)(=O)N1C(CCC2=CC(=CC=C12)CC)C1CC1)OCC1=C(N=NN1C[Si](C)(C)C)C)=O